2-HYDROXYBENZYLAMINE OC1=C(CN)C=CC=C1